Pyrrolo[1,2-d][1,4]Oxazin-1-one C1(C=2N(C=CO1)C=CC2)=O